COC=1C=C(OC=2C=C(C=CC2)N2C(N(C3=C2C=NC=C3)C=3C=C(C=CC3)NC(C=C)=O)=O)C=CC1 N-(3-(3-(3-(3-methoxyphenoxy)phenyl)-2-oxo-2,3-dihydro-1H-imidazo[4,5-c]pyridin-1-yl)phenyl)acrylamide